CC1=CC=C(C=C1)NC2=C(C=CC3=CC=CC=C32)S(=O)(=O)O p-toluidino-2-naphthalenesulfonic acid